FC1=CC(=CC2=C1NC(CCO2)=O)F (3S)-6,8-difluoro-4-oxo-3,5-dihydro-2H-1,5-benzoxazepine